FC1(C2=CC=CC=C2C=2C=C(C=CC12)C(=O)NCC(=O)N1[C@H]2C[C@]2(C[C@H]1C(=O)OCC)COS(=O)(=O)C)F ethyl (1S,3S,5R)-2-((9,9-difluoro-9H-fluorene-3-carbonyl)glycyl)-5-(((methylsulfonyl)oxy)methyl)-2-azabicyclo[3.1.0]hexane-3-carboxylate